C\C(=C/CN(OC[C@@H]1C(C([C@@H](O1)N1C(NC(C=C1)=O)=O)OC)O)C\C=C(\CCC=C(C)C)/C)\CCC=C(C)C 1-[(2R,5R)-5-[[bis[(2E)-3,7-dimethylocta-2,6-dienyl]amino]oxymethyl]-4-hydroxyl-3-methoxy-tetrahydrofuran-2-yl]pyrimidine-2,4-dione